ClC=1C=C2C=C(NC2=CC1C1=NC=C(N=C1)OC)CNC(NC1CC(C1)O)=O (1s,3s)-3-(3-{[5-chloro-6-(5-methoxy-2-pyrazinyl)-2-indolyl]methyl}ureido)cyclobutanol